CN(C(CCCCCCC[C@@H]1[C@@H](C1)CCCCCCCC)CCCCCCC)C N,N-dimethyl-[(1S,2R)-2-octylcyclopropyl]pentadecan-8-amine